dihydropyrido[3,4-b]pyrazin N1C2=C(N=CC1)C=NC=C2